FC1=C(C=C(C(=C1)C(F)(F)F)C1=NN(C=N1)C)NC(=O)N1[C@H]2C[C@H](CC[C@@]1(C2)C=2OC(=NN2)C)C (1R,4S,6S)-N-(2-fluoro-5-(1-methyl-1H-1,2,4-triazol-3-yl)-4-(trifluoromethyl)phenyl)-4-methyl-1-(5-methyl-1,3,4-oxadiazol-2-yl)-7-azabicyclo[4.1.1]octane-7-carboxamide